6-(2-hydroxyethoxy)-2-(4-phenoxyphenyl)-4H-chromen-4-one OCCOC=1C=C2C(C=C(OC2=CC1)C1=CC=C(C=C1)OC1=CC=CC=C1)=O